N1=CN=C2NC=NC2=C1N[C@@H](C)C1=NC2=CC=C(C=C2C(N1C1=CC=CC=C1)=O)F (S)-2-(1-((9H-purin-6-yl)amino)ethyl)-6-fluoro-3-phenylquinazolin-4(3H)-one